FC1=C(C=CC(=C1)F)[C@@H]1N(CCC1)C1=NC=2N(C=C1)N=CC2C2=CC=CC(=N2)N2CCN(CC2)CC=2C=C1CN(C(C1=C(C2)F)=O)C2C(NC(CC2)=O)=O 3-(5-((4-(6-(5-((R)-2-(2,4-difluorophenyl)pyrrolidin-1-yl)pyrazolo[1,5-a]pyrimidine-3-yl)pyridin-2-yl)piperazin-1-yl)methyl)-7-fluoro-1-oxoisoindoline-2-yl)piperidine-2,6-dione